(4-(5-(2-chloro-[1,1'-biphenyl]-3-yl)-1,3,4-oxadiazol-2-yl)benzyl)-L-serine methyl ester COC([C@@H](NCC1=CC=C(C=C1)C=1OC(=NN1)C=1C(=C(C=CC1)C1=CC=CC=C1)Cl)CO)=O